O1NCOCC=C1 2,3-Dihydro-5H-1,4,2-dioxazepin